2-(3-chloro-2-pyridinyl)-5-[[4-(trifluoromethyl)triazol-2-yl]methyl]pyrazole-3-carboxylic acid ClC=1C(=NC=CC1)N1N=C(C=C1C(=O)O)CN1N=CC(=N1)C(F)(F)F